C(C)(C)(C)N1N=CC(=C(C1=O)Cl)Cl 2-tert-butyl-4,5-dichloropyridazin-3(2H)-one